tert-butyl 4-(4-bromophenyl)-4-cyanopiperidine-1-carboxylate BrC1=CC=C(C=C1)C1(CCN(CC1)C(=O)OC(C)(C)C)C#N